ClC1=C(C(=O)C2=CNC3=NC=C4C(=C32)NN(C4=O)[C@@H]4CC[C@H](CC4)C#N)C=CC(=C1)OC1=CC=CC=C1 trans-4-(8-(2-chloro-4-phenoxybenzoyl)-3-oxo-3,6-dihydropyrazolo[3,4-d]Pyrrolo[2,3-b]Pyridin-2(1H)-yl)cyclohexane-1-carbonitrile